2-[6-(bromomethyl)-5-fluoro-3-pyridinyl]-5-(difluoromethyl)-1,3,4-oxadiazole BrCC1=C(C=C(C=N1)C=1OC(=NN1)C(F)F)F